[N+](=O)([O-])C=1C(=C2C(=NC1)N(N=C2)S(=O)(=O)C2=CC=CC=C2)NN2CCCC2 ((5-nitro-1-(benzenesulfonyl)-1H-pyrazolo[3,4-b]pyridin-4-yl)amino)pyrrolidine